The molecule is the aminophenol which has the single amino substituent located ortho to the phenolic -OH group. It has a role as a bacterial metabolite. C1=CC=C(C(=C1)N)O